4-[(trityl)thio]-N,N-dipropylbenzenesulfonamide C(C1=CC=CC=C1)(C1=CC=CC=C1)(C1=CC=CC=C1)SC1=CC=C(C=C1)S(=O)(=O)N(CCC)CCC